N-(1-(4-(3-(Tetrahydro-1H-furo[3,4-c]pyrrol-5(3H)-yl)-4-(trifluoromethyl)benzyl)piperazine-1-carbonyl)-1H-pyrazol-3-yl)methanesulfonamide C1OCC2C1CN(C2)C=2C=C(CN1CCN(CC1)C(=O)N1N=C(C=C1)NS(=O)(=O)C)C=CC2C(F)(F)F